COC1=C(C=C(C=C1)N1C(N(CC(C1)C)CC1=C(C=C(C=C1)CC(N1CCCC1)=O)OC)=O)OCCCCC 1-(4-methoxy-3-(pentyloxy)phenyl)-3-(2-methoxy-4-(2-oxo-2-(pyrrolidin-1-yl)ethyl)benzyl)-5-methyltetrahydropyrimidin-2(1H)-one